(1S,2S)-2-((R)-5H-Imidazo[5,1-a]isoindol-5-yl)-8-oxaspiro[4.5]decan-1-ol C=1N=CN2C1C1=CC=CC=C1[C@H]2[C@H]2[C@@H](C1(CC2)CCOCC1)O